2-methyl-6-((tetrahydro-2H-pyran-2-yl)oxy)-3-(4,4,5,5-tetramethyl-1,3,2-dioxaborolan-2-yl)-6,7-dihydro-5H-pyrazolo[5,1-b][1,3]oxazine CC1=NN2C(OCC(C2)OC2OCCCC2)=C1B1OC(C(O1)(C)C)(C)C